C(C)(=O)OC1=C(C=C(C=C1)CC(=O)NC1=CC(=CC=C1)[C@@H]1CC[C@H](CC1)OC(C)=O)OC 4-(2-{3-[(Trans)-4-(Acetyloxy) cyclohexyl] anilino}-2-oxoethyl)-2-methoxyphenyl acetate